4-((5-(4-(1H-pyrazol-1-yl)phenyl)-1H-pyrazol-3-yl)amino)-3-fluorophenol N1(N=CC=C1)C1=CC=C(C=C1)C1=CC(=NN1)NC1=C(C=C(C=C1)O)F